CC1=C(C=CC(=C1)C)C1=NC(=NC(=N1)C1=C(C=C(C=C1)C)C)C1=C(C=C(C=C1)OCCCCCCCC)O 2-[4,6-di(2,4-dimethylphenyl)-1,3,5-triazin-2-yl]-5-(octyloxy)phenol